4-amino-5-iodo-7-methyl-6-(4-nitrophenyl)-7H-pyrrolo[2,3-d]Pyrimidine NC=1C2=C(N=CN1)N(C(=C2I)C2=CC=C(C=C2)[N+](=O)[O-])C